O=C1NC(CCC1N1C(C2=CC=C(C=C2C1)CNC(=O)NC1=CC=C(C=C1)OCC1=CC(=CC=C1)O)=O)=O 1-((2-(2,6-Dioxopiperidin-3-yl)-1-oxoisoindolin-5-yl)methyl)-3-(4-((3-hydroxyphenylmethyl)oxy)phenyl)urea